(2-adamantylamino)-5-oxopentanoic acid C12C(C3CC(CC(C1)C3)C2)NC(C(=O)O)CCC=O